[N+](=O)([O-])C=1C=NN(C1)C=1C=CC=C(C1)O 5-(4-nitro-1H-pyrazol-1-yl)phenol